4-chloro-3-indolyl phosphate P(=O)(OC1=CNC2=CC=CC(=C12)Cl)([O-])[O-]